(S)-6-amino-2-(1-amino-1,3-dihydrospiro[indene-2,4'-piperidin]-1'-yl)-5-(3-(2-amino-3-chloropyridin-4-yl)prop-1-yn-1-yl)-3-methylpyrimidin-4(3H)-one NC1=C(C(N(C(=N1)N1CCC2(CC1)[C@@H](C1=CC=CC=C1C2)N)C)=O)C#CCC2=C(C(=NC=C2)N)Cl